FC(C1=C(C(=C(C=C1)[C@@H]1[C@H](O[C@@]([C@@H]1C)(C(F)(F)F)C)C(=O)NC1=CC(=NC=C1)C(=O)N)OC)F)F 4-((2S,3R,4R,5S)-3-(4-(difluoromethyl)-3-fluoro-2-methoxyphenyl)-4,5-dimethyl-5-(trifluoromethyl)tetrahydrofuran-2-carboxamido)picolinamide